N1C=NC=C1CN1C2=C(OCC1=O)C=C(C=C2)NC(=O)NC2=CC=C1C=CNC1=C2 1-(4-((1H-imidazol-5-yl)methyl)-3-oxo-3,4-dihydro-2H-benzo[b][1,4]oxazin-7-yl)-3-(1H-indol-6-yl)urea